C(C)OC1=CN=CC(=N1)C1=CN=C(S1)C(=O)N1C(CN(CC1)C)C1=NC=CC(=C1)NS(=O)(=O)C1CC1 N-(2-(1-(5-(6-ethoxypyrazin-2-yl)thiazole-2-carbonyl)-4-methylpiperazin-2-yl)pyridin-4-yl)cyclopropanesulfonamide